FC1(CCN(CC1)CC1=C(C=C(CSC2=C3CN(C(C3=CC=C2F)=O)C2C(NC(CC2)=O)=O)C=C1)F)F 3-(4-((4-((4,4-difluoropiperidin-1-yl)methyl)-3-fluorobenzyl)thio)-5-fluoro-1-oxoisoindolin-2-yl)piperidine-2,6-dione